2-chloro-N-(5-chloro-6-(2H-1,2,3-triazol-2-yl)pyridin-3-yl)-4-(3-chloropyrazin-4-yl)-5-fluorobenzamide ClC1=C(C(=O)NC=2C=NC(=C(C2)Cl)N2N=CC=N2)C=C(C(=C1)N1C(C=NC=C1)Cl)F